(E)-1-(4-((4-([1,2,4]triazolo[1,5-a]pyridin-6-yloxy)-3-methylphenyl)amino)-5,6-dihydropyrido[4',3':4,5]thieno[2,3-d]pyrimidin-7(8H)-yl)-4-chlorobut-2-en-1-one N=1C=NN2C1C=CC(=C2)OC2=C(C=C(C=C2)NC=2C1=C(N=CN2)SC2=C1CCN(C2)C(\C=C\CCl)=O)C